Cl.COCN methoxymethanamine HCl salt